4-Fluoro-N'-((1,2,3,5,6,7-hexahydrodicyclopenta[b,e]pyridin-8-yl)carbamoyl)-1-isopropyl-1H-pyrazole-3-sulfonimidamide FC=1C(=NN(C1)C(C)C)S(=O)(N)=NC(NC1=C2C(=NC3=C1CCC3)CCC2)=O